O=C(C(=O)[O-])CCC(=O)[O-] oxo-glutarate